(2S,4S)-4-([1,1'-biphenyl]-4-carboxamido)-1-(tert-butoxycarbonyl)pyrrolidine-2-carboxylic acid C1(=CC=C(C=C1)C(=O)N[C@H]1C[C@H](N(C1)C(=O)OC(C)(C)C)C(=O)O)C1=CC=CC=C1